3-(3,4-Difluorophenyl)-4,5-dihydro-1H-benzo[g]indole-2-carboxylic acid FC=1C=C(C=CC1F)C1=C(NC=2C3=C(CCC12)C=CC=C3)C(=O)O